N,N'-diacetylpiperazin C(C)(=O)N1CCN(CC1)C(C)=O